FC1(C(COC1)NC(N(CC1=C(C=NC=C1)C1=NN(C(=C1)C)COCC[Si](C)(C)C)C)=O)F 3-(4,4-difluorotetrahydrofuran-3-yl)-1-methyl-1-[[3-[5-methyl-1-(2-trimethylsilylethoxymethyl)pyrazol-3-yl]-4-pyridyl]methyl]urea